tert-Butyl 4-(3-chloro-8-((2S,5S)-2,5-dimethylpyrrolidine-1-carbonyl)-2-(2-fluorophenyl)-7-(methoxymethyl)-1,6-naphthyridin-5-yl)piperazine-1-carboxylate ClC=1C(=NC2=C(C(=NC(=C2C1)N1CCN(CC1)C(=O)OC(C)(C)C)COC)C(=O)N1[C@H](CC[C@@H]1C)C)C1=C(C=CC=C1)F